(S)-1-methyl-4-(4-(3-(methylamino)-1-(thiophen-2-yl)propoxy)-2-(trifluoromethyl)benzyl)-1,2,3,4-tetrahydro-5H-pyrido[2,3-e][1,4]diazepin-5-one CN1CCN(C(C2=C1N=CC=C2)=O)CC2=C(C=C(C=C2)O[C@@H](CCNC)C=2SC=CC2)C(F)(F)F